4-((4-Fluorophenethyl)thio)-N-(4-hydroxy-3-(methylsulfonyl)phenyl)benzamide FC1=CC=C(CCSC2=CC=C(C(=O)NC3=CC(=C(C=C3)O)S(=O)(=O)C)C=C2)C=C1